FC(S(=O)(=O)[O-])(F)F.CN(S(=O)(=O)N1C=[N+](C=C1)C)C 1-(N,N-dimethylaminosulfonyl)-3-methyl-1H-imidazol-3-ium trifluoromethanesulfonate